dibenzo-[d,f][1,3,2]dioxaphosphepine C1=CC=CC=2OPOC3=C(C21)C=CC=C3